1-((5,9-bis(carboxymethyl)-1,5,9-triazacyclododecane-1-yl)methyl)isoquinoline 2-oxide C(=O)(O)CN1CCCN(CCCN(CCC1)CC(=O)O)CC1=[N+](C=CC2=CC=CC=C12)[O-]